FC1(CN(C1)C(=O)C=1N=C2N(N=C(C(=C2)C)N2CC=3C=C(C=NC3CC2)C(F)(F)F)C(C1)=O)C 2-(3-fluoro-3-methylazetidine-1-carbonyl)-8-methyl-7-(3-(trifluoromethyl)-7,8-dihydro-1,6-naphthyridin-6(5H)-yl)-4H-pyrimido[1,2-b]pyridazin-4-one